ClC1=C(C(=O)NC2=C3C=NN(C3=CC=C2)C=2C=NC=C(C2)C)C=C(C=C1)CNC(C(C)(C)C)=O 2-Chloro-5-{[(2,2-dimethylpropanoyl)amino]methyl}-N-[1-(5-methylpyridin-3-yl)-1H-indazol-4-yl]benzamide